NC=1N=C(SC1C(C1=CC=C(C=C1)OC(F)F)=O)N(C1=CC=C(C=C1)F)[C@@H](C(=O)N)C (R)-2-(N-[4-amino-5-[4-(difluoromethoxy)benzoyl]thiazol-2-yl]-4-fluoro-anilino)propanamide